C(#N)C1(CCN(CC1)C(=O)OC(C)(C)C)CC1=CC=CC2=CC=CC=C12 tert-butyl 4-cyano-4-(naphthalen-1-ylmethyl)piperidine-1-carboxylate